COC1=C(C2=CC=CC=C2C=C1)CCN1CCC1 1-(2-(2-methoxynaphthalen-1-yl)ethyl)azetidine